3-{4-[5-(4-methylbenzyl)pyrimidin-2-yl]piperazin-1-yl}-6-(1-methyl-1H-pyrazol-4-yl)pyrazolo[1,5-a]pyridine CC1=CC=C(CC=2C=NC(=NC2)N2CCN(CC2)C=2C=NN3C2C=CC(=C3)C=3C=NN(C3)C)C=C1